3-(2-chloro-6-methyl-4-pyridinyl)-2-(3-cyanophenyl)-N-(2,3-dihydroxy-2-methyl-propyl)pyrazolo[1,5-a]pyrimidine-5-carboxamide ClC1=NC(=CC(=C1)C=1C(=NN2C1N=C(C=C2)C(=O)NCC(CO)(C)O)C2=CC(=CC=C2)C#N)C